N-isopentyl-6-(pyrimidin-5-yl)-1H-benzo[d]imidazole-1-carboxamide C(CC(C)C)NC(=O)N1C=NC2=C1C=C(C=C2)C=2C=NC=NC2